(S)-1-((2-cyano-5-methyl-1H-indol-7-yl)sulfonyl)-N-(4-(oxetan-3-yl)-3,4-dihydro-2H-benzo[b][1,4]oxazin-7-yl)azetidine-2-carboxamide C(#N)C=1NC2=C(C=C(C=C2C1)C)S(=O)(=O)N1[C@@H](CC1)C(=O)NC=1C=CC2=C(OCCN2C2COC2)C1